O-[2-[(1S)-4-methyl-2-oxocyclohexyl]propan-2-yl] ethanethioate C(C)(OC(C)(C)[C@H]1C(CC(CC1)C)=O)=S